7-(1-(2-(difluoromethoxy)phenyl)piperidin-4-yl)-5-((3-methylpyrazin-2-yl)methyl)pyrido[2,3-b]pyrazin-6(5H)-one FC(OC1=C(C=CC=C1)N1CCC(CC1)C1=CC=2C(=NC=CN2)N(C1=O)CC1=NC=CN=C1C)F